2-methyl-2-((2-(pyridin-4-yl)pyrido[3,4-d]pyrimidin-4-yl)amino)propan-1-ol CC(CO)(C)NC=1C2=C(N=C(N1)C1=CC=NC=C1)C=NC=C2